ClC1=CC(=C(C=C1NC=1C=C2CCC(N(C2=CC1)C)=O)N1CCC(CC1)CN1CCN(CC1)C=1C=C2C(N(C(C2=CC1)=O)C1C(NC(CC1)=O)=O)=O)[N+](=O)[O-] 5-(4-((1-(4-chloro-5-((1-methyl-2-oxo-1,2,3,4-tetrahydroquinolin-6-yl)amino)-2-nitrophenyl)piperidin-4-yl)methyl)piperazin-1-yl)-2-(2,6-dioxopiperidin-3-yl)isoindoline-1,3-dione